5-[2-(2,5-Diethoxyphenylamino)-1-hydroxyethyl]-1,3,4-oxadiazol-2(3H)-one C(C)OC1=C(C=C(C=C1)OCC)NCC(O)C1=NNC(O1)=O